C(C)(=O)OCC(C)(C)F 2-fluoro-isobutyl acetate